ClC1=C(CNC(=O)[C@H]2N(C(CC2)=O)C(=O)NCCCCCC)C=CC(=C1)Cl (S)-N2-(2,4-Dichlorobenzyl)-N-hexyl-5-oxopyrrolidine-1,2-dicarboxamide